tert-butyl ((R)-3-methoxy-1-oxo-1-(((R)-4-phenyl-1-(4,4,5,5-tetramethyl-1,3,2-dioxaborolan-2-yl) butyl)amino)propan-2-yl)carbamate COC[C@H](C(N[C@@H](CCCC1=CC=CC=C1)B1OC(C(O1)(C)C)(C)C)=O)NC(OC(C)(C)C)=O